5-bromo-2-methoxy-1,3-thiazole BrC1=CN=C(S1)OC